gamma-aminopropyltrimethyldimethoxysilane NCCC[SiH](OC(C)(C)C)OC